4-[(1R,4S)-5-(3-fluorophenyl)-2,5-diazabicyclo[2.2.1]hept-2-yl]-2-pyrazolo[1,5-a]pyridin-3-ylpyrimidine-5-carbonitrile FC=1C=C(C=CC1)N1[C@@H]2CN([C@@H](C1)C2)C2=NC(=NC=C2C#N)C=2C=NN1C2C=CC=C1